2-chloro-4-[3-(6-methyl-3-pyridyl)-7,8-dihydro-5H-1,6-naphthyridin-6-yl]pyrido[2,3-d]pyrimidine ClC=1N=C(C2=C(N1)N=CC=C2)N2CC=1C=C(C=NC1CC2)C=2C=NC(=CC2)C